1-(2,6-bis(bis(2-methoxyethyl)amino)-8-(4-methoxypiperidin-1-yl)pyrimido[5,4-d]pyrimidin-4-yl)-3-(trifluoromethyl)azetidin-3-ol COCCN(C=1N=C(C2=C(N1)C(=NC(=N2)N(CCOC)CCOC)N2CCC(CC2)OC)N2CC(C2)(O)C(F)(F)F)CCOC